2-chloro-N-((R)-1-((cis)-4-(6-fluoroquinolin-4-yl)cyclohexyl)propan-2-yl)-7-methoxyquinazolin-4-amine ClC1=NC2=CC(=CC=C2C(=N1)N[C@@H](C[C@@H]1CC[C@@H](CC1)C1=CC=NC2=CC=C(C=C12)F)C)OC